FC(CN1N=NC2=C1C=C(C=C2)C=2C=CN1N=C(N=C(C12)OC)N[C@@H]1[C@@H](CN(CC1)S(=O)(=O)C)F)F 5-(1-(2,2-difluoroethyl)-1H-benzo[d][1,2,3]triazol-6-yl)-N-((3R,4S)-3-fluoro-1-(methylsulfonyl)piperidin-4-yl)-4-methoxypyrrolo[2,1-f][1,2,4]triazin-2-amine